N-octyldecyl-dimethyl-ammonium chloride [Cl-].C(CCCCCCC)[N+](C)(C)CCCCCCCCCC